Ethyl 2-[3-(methoxymethylene) cyclobutyl]-2-methyl-propionate COC=C1CC(C1)C(C(=O)OCC)(C)C